2-(3-((4-(pyridazin-3-yl)phenyl)amino)phenyl)-1H-benzo[d]imidazole-6-carboxylic acid N1=NC(=CC=C1)C1=CC=C(C=C1)NC=1C=C(C=CC1)C1=NC2=C(N1)C=C(C=C2)C(=O)O